C1(CCCC1)S(=O)(=O)C=1C=C(C=CC1)NC(C1=C(C=C(C(=O)NCCO)C=C1)N1CCC2(CC2)CC1)=O N1-(3-(cyclopentylsulfonyl)phenyl)-N4-(2-hydroxyethyl)-2-(6-azaspiro[2.5]octan-6-yl)terephthalamide